(7aR,11aS)-4-fluoro-5-(7-fluoro-8-((triisopropylsilyl)ethynyl)naphthalen-1-yl)-12-methyl-2-(methylthio)-7a,8,10,11,11a,12-hexahydro-7,9-dioxa-1,3,6,12-tetraazapleiadene FC=1C2=NC(=NC=3N([C@H]4CCOC[C@@H]4OC(=NC1C1=CC=CC4=CC=C(C(=C14)C#C[Si](C(C)C)(C(C)C)C(C)C)F)C23)C)SC